FC(CCCCC1=CN=CC(=N1)N1CCC(CC1)C(=O)OCC)(F)F ethyl 1-(6-(5,5,5-trifluoropentyl)pyrazin-2-yl)piperidine-4-carboxylate